C(C)(C)(C)OC(=O)N1CC(C1)C=1C=NN(C1)C 3-(1-methyl-1H-pyrazol-4-yl)azetidine-1-carboxylic acid tert-butyl ester